C1(=CC=CC=C1)C1=CC=CC=C1 (1R,2R)-1,2-biphenyl